C(#N)C1=CC=C(C=C1)NC(=O)NC(CC(=O)O)C1=CC(=CC=C1)O 3-{[(4-cyanophenyl)carbamoyl]amino}-3-(3-hydroxyphenyl)propanoic acid